FC(C1=NN=C(S1)C1=NC=C2N1C=C(C=C2N2[C@H](CN(CC2)C(=O)OC(C)(C)C)C)S(NC2(CC2)C)(=O)=O)F tert-butyl (S)-4-(3-(5-(difluoromethyl)-1,3,4-thiadiazol-2-yl)-6-(N-(1-methylcyclopropyl)sulfamoyl)imidazo[1,5-a]pyridin-8-yl)-3-methylpiperazine-1-carboxylate